S1C(=NC2=C1C=CC=C2)C=2C(=C(OCCCCCCC(=O)NO)C=CC2)Cl 7-(3-(benzo[d]thiazole-2-yl)-2-chlorophenoxy)-N-hydroxyheptanamide